N-(4-bromophenyl)-2-methylpropan-2-sulfonamide BrC1=CC=C(C=C1)NS(=O)(=O)C(C)(C)C